NC1=NC2=CC(=C(C=C2C=C1)F)CN(C(=O)C=1C=NC=CC1)C1=C(C=CC=C1)S(=O)(=O)C N-[(2-amino-6-fluoroquinolin-7-yl)methyl]-N-(2-methanesulfonylphenyl)pyridine-3-carboxamide